CC1=C(C=CC(=C1)[N+](=O)[O-])N1CCC2(CC1)CCNCC2 3-(2-methyl-4-nitrophenyl)-3,9-diazaspiro[5.5]undecane